2-bromo-3,5-di-tert-butylbenzylbromide BrC1=C(CBr)C=C(C=C1C(C)(C)C)C(C)(C)C